FC1=NC=CC=C1C=1C=NC=2N(C1)C=C(N2)COC2=CC=CC=C2 6-(2-fluoropyridin-3-yl)-2-phenoxymethylimidazo[1,2-a]pyrimidine